ClC=1C(=CSC1)C1=NN=C(S1)NC(=O)C1=CC(=C(C(O1)=O)OC)NCCOC N-(5-(4-chlorothiophen-3-yl)-1,3,4-thiadiazol-2-yl)-3-methoxy-4-((2-methoxyethyl)amino)-2-oxo-2H-pyran-6-carboxamide